(E)-2-cis-6,7-Epoxynonenal C(\C=C/CCC1C(CC)O1)=O